OC1=C2C(C=C(OC2=CC(=C1)OC1=CC(=NC(=C1)NC1=CC=C(C=C1)Cl)C)C1=CC=CC=C1)=O 5-Hydroxy-2-phenyl-7-((6-(4-chlorophenylamino)-2-methylpyridin-4-yl)oxy)-4H-chromen-4-one